NC=1C=C(C=C(C1N)C)S(=O)(=O)O 3,4-diamino-5-methylbenzenesulfonic acid